C[C@H]1[C@H]([C@H]([C@@H]([C@@H](O1)O[C@@H]2[C@H](O[C@H]([C@@H]([C@H]2O[C@H]3[C@@H]([C@H]([C@H]([C@H](O3)CO)O)O)OC)NC(=O)C)O)CO)O)O)O The molecule is an amino trisacharide that is 2-acetamido-2-deoxy-beta-D-glucopyranose in which the hydroxy groups at positions 3 and 2 have been converted into the corresponding 2-O-methyl-beta-D-galactopyranosyl and alpha-L-fucopyranosyl derivatives, respectively. It is a member of acetamides and an amino trisaccharide.